[2-[4-(7,9-Difluoro-1,4,4-trimethyl-5H-[1,2,4]triazolo[4,3-a]quinoxalin-8-yl)-1H-indol-1-yl]-ethyl]-dimethyl-amine FC=1C=C2NC(C=3N(C2=C(C1C1=C2C=CN(C2=CC=C1)CCN(C)C)F)C(=NN3)C)(C)C